C(C)(C)(C)OC(C=CC=CCCC)=O octadienoic Acid Mono-tert-butyl ester